bis(n-butylcyclopentadienyl)dibenzyl-hafnium C(CCC)C1(C=CC=C1)[Hf](CC1=CC=CC=C1)(CC1=CC=CC=C1)C1(C=CC=C1)CCCC